methyl (E)-2-[2-(6-chloropyrimidin-4-yloxy) phenyl]-3-methoxyacrylate ClC1=CC(=NC=N1)OC1=C(C=CC=C1)/C(/C(=O)OC)=C\OC